distearyl-pentaerythritol diphosphite diphosphite OP(O)OP(O)O.OP(O)OP(O)O.C(CCCCCCCCCCCCCCCCC)C(O)(C(CO)(CO)CO)CCCCCCCCCCCCCCCCCC